C(#C)C1=CC=2N(C=C1)C(=C(N2)C2=CC=C(C=C2)C#C)NC2=CC=C(C(=O)OC)C=C2 methyl 4-((7-ethynyl-2-(4-ethynylphenyl)imidazo[1,2-a]pyridin-3-yl)amino)benzoate